CC1C2CC(CC2C(=CC(C1)CC(=O)O)C)=C(C)C.C[C@]12OCC[C@@H]1[C@]1(CCCC([C@@H]1CC2)(C)C)C (-)-(3aR,5AS,9AS,9BR)-3a,6,6,9a-tetramethyldodecahydronaphtho[2,1-b]furan (4,8-dimethyl-2-propan-2-ylidene-3,3a,4,5,6,8a-hexahydro-1H-azulen-6-yl)acetate